3-(4-(3-(difluoromethyl)dibenzo[b,f][1,4]oxazepin-11-yl)piperazin-1-yl)-2,2-dimethylpropionic acid FC(C1=CC2=C(C(=NC3=C(O2)C=CC=C3)N3CCN(CC3)CC(C(=O)O)(C)C)C=C1)F